tert-butyl (1R,5S)-3-[2-(p-tolylsulfonyloxy)ethoxy]-8-azabicyclo[3.2.1]octane-8-carboxylate tert-butyl-(1R,5S)-3-[2-(p-tolylsulfonyloxy)ethoxy]-8-azabicyclo[3.2.1]octane-8-carboxylate C(C)(C)(C)OC(=O)N1[C@H]2CC(C[C@@H]1CC2)OCCOS(=O)(=O)C2=CC=C(C=C2)C.C2(=CC=C(C=C2)S(=O)(=O)OCCOC2C[C@H]1CC[C@@H](C2)N1C(=O)OC(C)(C)C)C